undecan-6-yl 6-(4-(7-(3-(dimethylamino)propyl)-4,8,17-trioxo-3,18-dioxa-12,13-dithia-7-azapentacosyl)-1H-1,2,3-triazol-1-yl)hexanoate CN(CCCN(CCC(OCCC=1N=NN(C1)CCCCCC(=O)OC(CCCCC)CCCCC)=O)C(CCCSSCCCC(OCCCCCCC)=O)=O)C